4-(3-methyl-4-oxo-2-(trifluoromethyl)-4H-pyrido[1,2-a]pyrimidin-9-yl)-N-((3R)-tetrahydro-2H-pyran-3-yl)benzamide CC1=C(N=C2N(C1=O)C=CC=C2C2=CC=C(C(=O)N[C@H]1COCCC1)C=C2)C(F)(F)F